FC=1C=CC=C2C=C(C=NC12)C#N 8-fluoroquinoline-3-carbonitrile